C1(CC1)C=1SC(=CN1)C1=CC(=NC=C1)N(C(=O)[C@@H]1CC[C@H](CC1)NC(COC)=O)CC12CCC(CC1)(CC2)C2=CC(=C(C=C2)OC)C (trans)-N-(4-(2-Cyclopropylthiazol-5-yl)pyridin-2-yl)-N-((4-(4-methoxy-3-methylphenyl)bicyclo[2.2.2]octan-1-yl)methyl)-4-(2-methoxyacetamido)cyclohexanecarboxamide